(R)-N-(5-(5-ethyl-1,2,4-oxadiazol-3-yl)-2,3-dihydro-1H-inden-1-yl)-3-formylbenzamide C(C)C1=NC(=NO1)C=1C=C2CC[C@H](C2=CC1)NC(C1=CC(=CC=C1)C=O)=O